2-aminooctadec-4,11-diene-1,3-diol NC(CO)C(C=CCCCCCC=CCCCCCC)O